4-(trifluoromethyl)piperidine-4-ol FC(C1(CCNCC1)O)(F)F